C(C)(C)(C)OC(NC1=CC(=CC(=C1)C(F)(F)F)C(C)=O)=O (3-acetyl-5-(trifluoromethyl)phenyl)carbamic acid tert-butyl ester